ClC1=CC=2C3=C(C(=NC2C(=C1C1=C(C(=CC=C1)C)Cl)F)N1CC(C1)N(C)C)C=NN3[C@@H]3C[C@H](NCC3)CC#N ((2S,4S)-4-(8-chloro-7-(2-chloro-3-methylphenyl)-4-(3-(dimethylamino)azetidin-1-yl)-6-fluoro-1H-pyrazolo[4,3-c]quinolin-1-yl)piperidin-2-yl)acetonitrile